[Na].C(CCCCCCCC)C1=C(C=CC=C1)C(OC(C(CO)(CO)CO)C1=C(C=CC=C1)CCCCCCCCC)C(CO)(CO)CO di(nonylphenyl)dipentaerythritol sodium